tert-butyl 4-cyano-4-(4-(trifluoromethyl)benzyl)piperidine-1-carboxylate C(#N)C1(CCN(CC1)C(=O)OC(C)(C)C)CC1=CC=C(C=C1)C(F)(F)F